1-(2-((2-methoxyphenyl)amino)phenyl)ethan-1-one 4-bromophenyl-(4-nitrophenyl)((S)-1-(methylamino)-1-oxopropan-2-yl)phosphoramidate BrC1=CC=C(C=C1)OP(O)(=O)N([C@H](C(=O)NC)C)C1=CC=C(C=C1)[N+](=O)[O-].COC1=C(C=CC=C1)NC1=C(C=CC=C1)C(C)=O